FC(C1=C(C=CC(=C1)C(F)(F)F)CC(=O)N(C1=CC=C(C=C1)F)CC1=NN=C(O1)C1=NC=C(C=N1)Cl)(F)F [2,4-bis(trifluoromethyl)phenyl]-N-{[2-(5-chloropyrimidin-2-yl)-1,3,4-oxadiazol-5-yl]methyl}-N-(4-fluorophenyl)acetamide